CCC(CC(CCCCCC)=O)=O Undecane-3,5-dione